FC(F)(F)N[C@@H](CC1=CNC2=CC=CC=C12)C(=O)O trifluoromethyl-tryptophan